O=C(CNC(CN(S(=O)(=O)C)C1CCN(CC1)C(C)C1=CC(=CC=C1)C=1SC=CC1)=O)NCC#C N-(2-oxo-2-(prop-2-yn-1-ylamino)ethyl)-2-(N-(1-(1-(3-(thiophen-2-yl)phenyl)ethyl)piperidin-4-yl)methylsulfonamido)acetamide